3-(2-methoxypyrimidin-5-yl)-1H-pyrazolo[3,4-b]pyridine COC1=NC=C(C=N1)C1=NNC2=NC=CC=C21